1-(3-(difluoromethoxy)pyridin-2-yl)cyclopropane-1-carboxylic acid FC(OC=1C(=NC=CC1)C1(CC1)C(=O)O)F